CN(C1CCN(CC1)C1=CC(=C(C(=C1)O)N1CC(NS1(=O)=O)=O)F)C 5-(4-(4-(dimethylamino)piperidin-1-yl)-2-fluoro-6-hydroxyphenyl)-1,2,5-thiadiazolidin-3-one 1,1-dioxide